C(C1=CC=CC=C1)O[C@@H]1[C@H]([C@H]([C@@H](O)O[C@H]1C)OC(C1=CC=CC=C1)=O)O 4-O-benzyl-2-O-benzoyl-β-L-rhamnopyranose